FC1(C(N(C2=C(O1)C=C(C(=C2)C2=C(C(=CC(=C2F)F)F)F)F)[C@@H](C(=O)O)C)=O)F (R)-2-(2,2,7-trifluoro-3-oxo-6-(2,3,5,6-tetrafluorophenyl)-2,3-dihydro-4H-benzo[b][1,4]oxazin-4-yl)propanoic acid